potassium-sodium salt [Na].[K]